3-Hept-1-ynyl-6,6,9-trimethyl-6a,7,10,10a-tetrahydrobenzo[c]chromen-1-ol C(#CCCCCC)C=1C=C(C=2C3C(C(OC2C1)(C)C)CC=C(C3)C)O